8-Decen-1,4-olid C1(CCC(CCCC=CC)O1)=O